FC(C1=CC(=C(S1)C(=O)OC)O)F methyl 5-(difluoromethyl)-3-hydroxythiophene-2-carboxylate